(S)-5-methylpiperidine-2,4-dione C[C@@H]1C(CC(NC1)=O)=O